FC(C(=O)O)(F)F.N[C@@H]([C@@H](C)O[C@@H](C(F)(F)F)C)C1=NC2=C(N1)C=CC(=C2)[C@@H](COC2CC2)NC(CC2CC(C2)(F)F)=O N-((S)-1-(2-((1R,2R)-1-amino-2-(((R)-1,1,1-trifluoropropan-2-yl)oxy)propyl)-1H-benzo[d]imidazol-5-yl)-2-cyclopropoxyethyl)-2-(3,3-difluorocyclobutyl)acetamide trifluoroacetate